C(C)(C)(C)S(=O)N=C1C2=NC=CC=C2CC12CCN(CC2)C(=O)OC(C)(C)C tert-butyl 7-((tert-butylsulfinyl) imino)-5,7-dihydrospiro[cyclopenta[b]pyridine-6,4'-piperidine]-1'-carboxylate